tert-butyl 6-(5-((1S,5R)-5-(trifluoromethyl)-3-(8-(trifluoromethyl)quinolin-5-yl)-3-azabicyclo[3.1.0]hexan-1-yl)-1,3,4-oxadiazol-2-yl)-2-azaspiro[3.3]heptane-2-carboxylate FC([C@]12CN(C[C@@]2(C1)C1=NN=C(O1)C1CC2(CN(C2)C(=O)OC(C)(C)C)C1)C1=C2C=CC=NC2=C(C=C1)C(F)(F)F)(F)F